(1-(4-((3-chlorobenzyl)amino)-6-(3,5-dimethylisoxazol-4-yl)quinazolin-2-yl)piperidin-3-yl)methanol ClC=1C=C(CNC2=NC(=NC3=CC=C(C=C23)C=2C(=NOC2C)C)N2CC(CCC2)CO)C=CC1